ClC1=C(C=C(C=C1)C1=CN(C2=NC(=CC=C21)C(=O)OC)C(CO)(C)C)F methyl 3-(4-chloro-3-fluorophenyl)-1-(1-hydroxy-2-methylpropan-2-yl)-1H-pyrrolo[2,3-b]pyridine-6-carboxylate